N1=CC=C(C=C1)CCCOC=1C=C2C(NC(=NC2=CC1)C=1C=NC=C(C1)C(F)(F)F)=O 6-(3-pyridin-4-yl-propoxy)-2-(5-trifluoromethyl-pyridin-3-yl)-3H-quinazolin-4-one